NC1=C2N=CN(C2=NC(=N1)Cl)[C@@H]1O[C@@H]([C@H]([C@]1(O)C)O)CO (2R,3R,4R,5R)-2-(6-amino-2-chloro-9H-purin-9-yl)-5-(hydroxymethyl)-3-methyltetrahydrofuran-3,4-diol